[Si](C)(C)(C(C)(C)C)OCCCN1C(C(=CC2=CC(=CC=C12)NC1=NC(=C(C=C1Cl)C#N)N1C[C@@H](C([C@@H](C1)C)(F)F)C)OCC(=O)NC)=O 2-[[1-[3-[tert-butyl(dimethyl)silyl]oxypropyl]-6-[[3-chloro-5-cyano-6-[(3S,5R)-4,4-difluoro-3,5-dimethyl-1-piperidyl]-2-pyridyl]amino]-2-oxo-3-quinolyl]oxy]-N-methyl-acetamide